2,6-bis(2,4-diethyloxyphenyl)-4-(4-bis(4-ethyloxyphenyl)aminophenyl)pyridine C(C)OC1=C(C=CC(=C1)OCC)C1=NC(=CC(=C1)C1=CC=C(C=C1)N(C1=CC=C(C=C1)OCC)C1=CC=C(C=C1)OCC)C1=C(C=C(C=C1)OCC)OCC